N-(4-(2-((4-((dimethyl-amino)methyl)cyclohex-yl)amino)-8-isopropyl-7-oxo-7,8-dihydro-pyrido-[2,3-d]pyrimidin-6-yl)-2-fluorophenyl)-3,3,3-trifluoropropane-1-sulfonamide CN(C)CC1CCC(CC1)NC=1N=CC2=C(N1)N(C(C(=C2)C2=CC(=C(C=C2)NS(=O)(=O)CCC(F)(F)F)F)=O)C(C)C